NC1=C(C=C(C=C1)OCC)N(S(=O)(=O)C)C N-(2-amino-5-ethoxyphenyl)-N-methylmethanesulfonamide